FC(C(=O)O)(F)F.FC(C(=O)O)(F)F.N[C@@H]1CN(CC1)C1=C(C=NC(=C1C1=CC(=CC(=C1)F)F)C#N)C(=O)N[C@H](C(F)(F)F)C 4-[(3S)-3-aminopyrrolidin-1-yl]-6-cyano-5-(3,5-difluorophenyl)-N-[(2S)-1,1,1-trifluoropropan-2-yl]pyridine-3-carboxamide bis(2,2,2-trifluoroacetate)